6-(benzyloxy)-4-iodopyridin-3-ol C(C1=CC=CC=C1)OC1=CC(=C(C=N1)O)I